((4S,7r)-3,3-difluoro-1-oxaspiro[3.5]nonan-7-yl)-4-(5-(5-fluoro-2-methoxypyridin-4-yl)-1H-pyrazole-3-carbonyl)-4-azaspiro[2.5]octane-7-carboxamide FC1(COC12CCC(CC2)C2CC21N(CCC(C1)C(=O)N)C(=O)C1=NNC(=C1)C1=CC(=NC=C1F)OC)F